FC=1C=C2C(=NN(C2=CC1)CC(C(=O)OCC(F)(F)F)(C)C)C1=CC=CC=C1.C(C1CO1)OC=COCC1CO1 1,2-bis(2,3-epoxypropoxy) ethylene 2,2,2-Trifluoroethyl 3-(5-fluoro-3-phenyl-1H-indazol-1-yl)-2,2-dimethylpropanoate